(R)-5-(2-(dimethylamino)ethoxy)-N-(1-(3-(1-(fluoromethyl)-1H-pyrazol-4-yl)-5-(1-methyl-1H-pyrazol-3-yl)phenyl)ethyl)-2-methylbenzamide CN(CCOC=1C=CC(=C(C(=O)N[C@H](C)C2=CC(=CC(=C2)C2=NN(C=C2)C)C=2C=NN(C2)CF)C1)C)C